C(C)C(COC(CCC1=CC(=C(C(=C1)C(C)(C)C)O)C(C)(C)C)=O)CCCC 3-(3',5'-di-tert.-butyl-4'-hydroxyphenyl)propionic acid 2-ethylhexyl ester